(4-Amino-2-fluorophenyl)dimethylphosphine Oxide NC1=CC(=C(C=C1)P(C)(C)=O)F